(diphenylfluorenyl)(spirobifluorenyl)amine C1(=CC=CC=C1)C=1C(=C(C=2CC3=CC=CC=C3C2C1)NC=1C2(C3=CC4=CC=CC=C4C3=CC1)C=CC=C1C3=CC=CC=C3C=C12)C1=CC=CC=C1